C(C)(=O)NCCC[Si](OC)(OC)OC gamma-acetamidopropyl-trimethoxysilane